BrC1=C(C=C2CN(C(C2=C1)=O)C1C(NC(CC1)=O)=O)CN1C2CN(CC1CC2)C2=CC=CNN2C2CCC(CC2)OC2=CC(=C(C=C2)C#N)Cl 6-(8-((6-Bromo-2-(2,6-dioxopiperidin-3-yl)-1-oxoisoindoline-5-yl)methyl)-3,8-Diazabicyclo[3.2.1]octane-3-yl)-N-((1r,4r)-4-(3-chloro-4-cyanophenoxy)cyclohexyl)pyridazine